CN(CCN1C=NC2=CC3=C(C=C2C1=O)OC(=C3)C(=O)N)C 3-[2-(dimethylamino)ethyl]-4-oxofuro[2,3-g]quinazoline-7-carboxamide